1,2,3,4,5-pentafluoro-6-(2-propen-1-yl)benzene FC1=C(C(=C(C(=C1CC=C)F)F)F)F